CC(CC(=O)NO)(C=C)C 3,3-dimethyl-4-pentenehydroxamic acid